C(C1=CC=CC=C1)N1CCC(CC1)C1=C(C(=C(C(=O)O)C=C1)C=O)C (1-Benzylpiperidin-4-yl)-2-formyl-3-methylbenzoic acid